ethyl 6-isopropyl-5-(8-methyl-[1,2,4]triazolo[1,5-a]pyridin-6-yl)-4H-thieno[3,2-b]pyrrole-2-carboxylate C(C)(C)C=1C2=C(NC1C=1C=C(C=3N(C1)N=CN3)C)C=C(S2)C(=O)OCC